CN1C2NCC=CN2CCC1 7-methyl-1,5,7-triazabicyclo[4.4.0]decene